CCCCCCCC/C=C\CCCCCCCCCC(=O)OC[C@H](COP(=O)([O-])OCC[N+](C)(C)C)OC(=O)CCCCCCCCC/C=C\CCCCCCCC 1,2-dieicosenoyl-sn-glycero-3-phosphocholine